S1C(=NC2=C1C=CC=C2)NC(=O)C=2C=CC=C1CCN(CC21)C2=CC=C(C(=N2)C(=O)O)C2=C(C=C(C=C2)OC2CCC(CC2)OCC=O)C(F)(F)F 6-(8-(benzo[d]thiazol-2-ylcarbamoyl)-3,4-dihydroisoquinolin-2(1H)-yl)-3-(4-(((1r,4r)-4-(2-oxoethoxy)cyclohexyl)oxy)-2-(trifluoromethyl)phenyl)picolinic acid